(tert-butyl 4-(bis(4-methoxybenzyl) amino)-6-(bromomethyl)-2-(ethylsulfanyl) pyrimidin-5-yl) carbamate C(N)(OC=1C(=NC(N(C1CBr)C(C)(C)C)SCC)N(CC1=CC=C(C=C1)OC)CC1=CC=C(C=C1)OC)=O